[I-].N1(CCC1)C=1C=CC2=CC3=CC=C(C=C3[N+](=C2C1)CCCCCCCCCCCC)N1CCC1 3,6-di(azetidin-1-yl)-10-dodecylacridin-10-ium iodide